4,5-di-t-butyl-catechol C(C)(C)(C)C=1C=C(C(O)=CC1C(C)(C)C)O